3-(4-(tert-butyl)phenyl)-2-hydroxy-2-methyl-N-(p-tolyl)propanamide C(C)(C)(C)C1=CC=C(C=C1)CC(C(=O)NC1=CC=C(C=C1)C)(C)O